OCCC(SCCC(=O)O)(C)C 7-hydroxy-5,5-dimethyl-4-thiaheptanoic acid